C1=CC=C(C=2C34CC=CC=C3C(=CC12)NCC4)OS(=O)(=O)C(F)(F)F 9,4b-(epiminoethano)phenanthren-4-yltrifluoromethanesulfonate